2-hexyldecyl-{[3-(dimethylamino) propyl] amino} dodecanoate C(CCCCCCCCCCC)(=O)ON(CCCN(C)C)CC(CCCCCCCC)CCCCCC